O.O.C(=O)(O)[C@@H](O)[C@H](O)C(=O)O D-tartrate dihydrate